ClC1=NC(=NC(=N1)N(CC)CC)NC1=CC=C2C=C(C(OC2=C1)=O)C1=CC=CC=C1 7-[{4-chloro-6-(diethylamino)-S-triazine-2-yl}amino]-3-phenylcoumarin